COC1=CC=C(C=C1)/C=C/CCO (3E)-4-(4-methoxyphenyl)-3-buten-1-ol